N1-methyl-N2-(3-((4-(2-methyl-6-(methylcarbamoyl)pyridin-3-yl)piperazin-1-yl)methyl)isothiazol-5-yl)oxalamide CNC(C(=O)NC1=CC(=NS1)CN1CCN(CC1)C=1C(=NC(=CC1)C(NC)=O)C)=O